FC(C=1C=2N(N=C(C1)C1=CC3=CN(N=C3C(=C1)F)C1CCN(CC1)C(=O)OC(C)(C)C)C=C(N2)C)F tert-butyl 4-(5-(8-(difluoromethyl)-2-methylimidazo[1,2-b]pyridazin-6-yl)-7-fluoro-2H-indazol-2-yl)piperidine-1-carboxylate